NCC1=CC=C(C=C1)C1=CC(=CC=C1)N1C(N(C(CC1)=O)CO)=O 1-(4'-(Aminomethyl)-[1,1'-biphenyl]-3-yl)-3-(hydroxymethyl)dihydropyrimidine-2,4(1H,3H)-dione